tert-butyl (3R,4R)-4-{[4-(1-tert-butyl-4-fluoro-1H-benzimidazol-6-yl)-5-chloropyridin-2-yl] amino}-3-hydroxypiperidine-1-carboxylate C(C)(C)(C)N1C=NC2=C1C=C(C=C2F)C2=CC(=NC=C2Cl)N[C@H]2[C@@H](CN(CC2)C(=O)OC(C)(C)C)O